(2-((2-oxabicyclo[2.1.1]hexane-4-yl)methoxy)-4-(3,8-diazabicyclo[3.2.1]oct-3-yl)-6-chloro-8-fluoroquinazolin-7-yl)-2-amino-7-fluorobenzo[b]thiophene-3-carbonitrile C12OCC(C1)(C2)COC2=NC1=C(C(=C(C=C1C(=N2)N2CC1CCC(C2)N1)Cl)C1=CC=C(C=2SC(=C(C21)C#N)N)F)F